C(C1=CC=CC=C1)OC1=C(C(=NC(=C1)C)Cl)CO (4-benzyloxy-2-chloro-6-methyl-3-pyridinyl)methanol